NC[C@@H]([C@@H](C1=CC=C(C=C1)F)C1=CC(=C(C=C1)F)F)O (1S,2R)-3-amino-1-(3,4-difluorophenyl)-1-(4-fluorophenyl)propan-2-ol